[Si](C)(C)(C(C)(C)C)OCC1=NN(C(=C1I)C)CC(=O)OC methyl 2-[3-[[tert-butyl(dimethyl)silyl]oxymethyl]-4-iodo-5-methyl-pyrazol-1-yl]acetate